FC=1C=C(OCC=2N=C3N(C=C(C=N3)C=3C=NC(=CC3)C(F)(F)F)C2)C=CC1 2-[(3-fluorophenoxy)methyl]-6-[6-(trifluoromethyl)-3-pyridinyl]imidazo[1,2-a]pyrimidine